N1=CC(=C2OCCCN21)NC2=NC=C(C(=N2)NC2=C1CCNC(C1=CC=C2)=O)C(=O)N 2-[(6,7-dihydro-5H-pyrazolo[5,1-b][1,3]oxazin-3-yl)amino]-4-[(1-oxo-1,2,3,4-tetrahydroisoquinolin-5-yl)amino]pyrimidine-5-carboxamide